(S)-6-oxopiperidine-1,2-dicarboxylic acid 1-(tert-butyl) 2-methyl ester COC(=O)[C@H]1N(C(CCC1)=O)C(=O)OC(C)(C)C